C12C(=C(C3(C=CC4(C=C13)CC4)C=C2)C(=O)[O-])C(=O)[O-] 1'H-spiro[cyclopropane-1,6'-[1,3a]ethenoindene]-2',3'-dicarboxylate